COCC[C@@H]([C@H]1[C@@H](C1)C(NC1CC(OC2=CC=CC=C12)(C)COC)=O)N1C(NC(CC1=O)(C)C)=[NH2+] [1-[(1S)-3-methoxy-1-[(1R,2R)-2-[[2-(methoxymethyl)-2-methyl-chroman-4-yl]carbamoyl]cyclopropyl]propyl]-4,4-dimethyl-6-oxo-hexahydropyrimidin-2-ylidene]ammonium